C(CCC)(=O)OCC=CCOC(CCC)=O 2-butene-1,4-diol dibutyrate